3-(5-chloro-6-piperazin-1-yl-3-pyridinyl)-5-methyl-1,2,4-oxadiazole ClC=1C=C(C=NC1N1CCNCC1)C1=NOC(=N1)C